ClC1=NC(=CC(=C1)F)Cl 2,6-dichloro-4-fluoropyridine